C1(=CC=CC=C1)S(=O)(=O)/C=C/CNC(=O)C=1C(NC=2CCN(CC2C1)C(=O)OC1CCC2(COC2)CC1)=O 2-oxaspiro[3.5]nonan-7-yl 3-{[(2E)-3-(benzenesulfonyl) prop-2-en-1-yl] carbamoyl}-2-oxo-1,2,5,6,7,8-hexahydro-1,6-naphthyridine-6-carboxylate